methyl 1-[(2R)-2-amino-4-[2-[tert-butyl(diphenyl)silyl]oxyethoxy]butyl]-3-bromo-pyrazole-5-carboxylate N[C@@H](CN1N=C(C=C1C(=O)OC)Br)CCOCCO[Si](C1=CC=CC=C1)(C1=CC=CC=C1)C(C)(C)C